BrC1=CC(=C(C(=C1)F)CCN)F 2-(4-bromo-2,6-difluoro-phenyl)-ethylamine